C(C)(C)(C)C1=CC=C(C=C1)NC1=NC(=CC=C1)C1=CN=C2N1C=CC(=C2)C2=CC=C(C=C2)S(=O)(=O)C N-(4-(tert-butyl)phenyl)-6-(7-(4-(methylsulfonyl)phenyl)imidazo[1,2-a]pyridin-3-yl)pyridin-2-amine